(1R,3S,5R)-2-(2-(4-amino-6,8-dimethyl-9H-pyrimido[4,5-b]indol-9-yl)acetyl)-N-(6-bromopyrazin-2-yl)-5-methyl-2-azabicyclo[3.1.0]hexane-3-carboxamide NC1=NC=NC=2N(C3=C(C=C(C=C3C21)C)C)CC(=O)N2[C@@H]1C[C@@]1(C[C@H]2C(=O)NC2=NC(=CN=C2)Br)C